1-(3,4-dichlorophenyl)-2-(5-fluoro-2-imino-3-(2-methylbenzyl)-2,3-dihydro-1H-benzo[d]imidazol-1-yl)ethan-1-one ClC=1C=C(C=CC1Cl)C(CN1C(N(C2=C1C=CC(=C2)F)CC2=C(C=CC=C2)C)=N)=O